C(C=C)(=O)N1[C@@H](C[C@H](CC1)N1N=CC=2C(=NC=3C(=C(C(=CC3C21)Cl)C2=C(C(=CC=C2)C)Cl)F)N2CC(C2)N(C)C)CC#N ((2S,4S)-1-acryloyl-4-(8-chloro-7-(2-chloro-3-methylphenyl)-4-(3-(dimethylamino)azetidin-1-yl)-6-fluoro-1H-pyrazolo[4,3-c]quinolin-1-yl)piperidin-2-yl)acetonitrile